N-(4-(3-(6-(4,4-Difluoropiperidin-1-yl)-4-methylpyridin-2-yl)-1,2,4-oxadiazol-5-yl)-3-(6-azaspiro[2.5]octan-6-yl)phenyl)-2-hydroxyethane-1-sulfonamide FC1(CCN(CC1)C1=CC(=CC(=N1)C1=NOC(=N1)C1=C(C=C(C=C1)NS(=O)(=O)CCO)N1CCC2(CC2)CC1)C)F